C(C)(C)(C)[C@](N(C(N=C(C(=O)OC(C)(C)C)CCCCN)=O)C(C)(C)C)(CCC(=O)O)C(=O)O Di-tert-butyl-(((S)-6-amino-1-(tert-butoxy)-1-oxohexyl-2-yl)carbamoyl)-L-glutamic acid